ClC=1N=C2C(=C(C(N(C2=CC1)C)=O)C#N)N1CCN(CC1)CC1=C(C=C(C=C1)C)F 6-chloro-4-{4-[(2-fluoro-4-methylphenyl)methyl]piperazin-1-yl}-1-methyl-2-oxo-1,2-dihydro-1,5-naphthyridine-3-carbonitrile